6-Chloro-3-[(1R)-1-[2-[2-(3-hydroxycyclobutyl)indazol-5-yl]-3,6-dimethyl-4-oxo-chromen-8-yl]ethoxy]pyridine-2-carboxamide ClC1=CC=C(C(=N1)C(=O)N)O[C@H](C)C=1C=C(C=C2C(C(=C(OC12)C1=CC2=CN(N=C2C=C1)C1CC(C1)O)C)=O)C